ethyl 2-(5-bromo-2-fluoro-4-(4-hydroxy-3-isopropylbenzyl)phenoxy)acetate BrC=1C(=CC(=C(OCC(=O)OCC)C1)F)CC1=CC(=C(C=C1)O)C(C)C